N,N'-dioleyl-N,N'-tetramethyl-1,2-ethylenediamine C(CCCCCCC\C=C/CCCCCCCC)NC(C(NCCCCCCCC\C=C/CCCCCCCC)(C)C)(C)C